ClC=1N=C(C2=C(N1)CCN(C2)C(=O)OC(C)(C)C)Cl Tert-butyl 2,4-dichloro-7,8-dihydro-5H-pyrido[4,3-d]pyrimidine-6-carboxylate